nickel-zinc selenide [Se-2].[Zn+2].[Ni+2].[Se-2]